(R)-tert-butyl 5-(8-(2-(methoxycarbonyl)pyrrolidin-1-yl)-4,5-dihydrobenzo[b]thieno[2,3-d]oxepine-9-carboxamido)-1H-indole-1-carboxylate COC(=O)[C@@H]1N(CCC1)C=1C(=CC2=C(OCCC3=C2SC=C3)C1)C(=O)NC=1C=C3C=CN(C3=CC1)C(=O)OC(C)(C)C